O1C(CCCC1)OCCOCCOCC/C=C/C(=O)OC(C)(C)C tert-butyl (E)-5-(2-(2-((tetrahydro-2H-pyran-2-yl)oxy)ethoxy)ethoxy)pent-2-enoate